disodium diphenylbiphenyl-disulfonate C1(=CC=CC=C1)OS(=O)(=O)C1=C(C=CC=C1S(=O)(=O)OC1=CC=CC=C1)C1=CC=CC=C1.[Na].[Na]